COC1=C(C(=C(C2=CC=CC=C12)OC)C)CC1=NC=C(C=C1)C(F)(F)F 2-((1,4-dimethoxy-3-methylnaphthalen-2-yl)methyl)-5-(trifluoromethyl)pyridine